(2S,4R)-1-benzyl-4-hydroxypyrrolidine-2-carboxylic acid methyl ester COC(=O)[C@H]1N(C[C@@H](C1)O)CC1=CC=CC=C1